FC(C(=O)O)(F)F.NC1=NC=CC(=C1)C[C@@H]1[C@H](N(C1=O)C(N[C@H](C)C1CCCCC1)=O)C(=O)O (2S,3R)-3-((2-aminopyridin-4-yl)methyl)-1-(((R)-1-cyclohexylethyl)carbamoyl)-4-oxoazetidine-2-carboxylic acid trifluoroacetate salt